ClCC(=O)N(C[C@H]1C(NCC1)=O)CC([C@H](CC(C)C)NC(OC(C)(C)C)=O)=O Tert-butyl ((S)-1-(2-chloro-N-(((S)-2-oxopyrrolidin-3-yl)methyl)acetamido)-5-methyl-2-oxohexan-3-yl)carbamate